4'-bromospiro[cyclobutane-1,3'-indol]-2'-one BrC1=C2C3(C(NC2=CC=C1)=O)CCC3